F[C@H]1C[C@H](N(C1)C(CN1C[C@H](CC1)NC=1C=C2C=CC=NC2=CC1)=O)C#N (2S,4S)-4-fluoro-1-[2-[(3S)-3-(6-quinolylamino)pyrrolidin-1-yl]acetyl]pyrrolidine-2-carbonitrile